NC=1C=C(C(=O)OC)C=CC1NC(CC1=C(C=C(C=C1)C1=CC(=C(C=C1)F)OCC1=C(C=C(C=C1)C#N)F)F)=O methyl 3-amino-4-[[2-[4-[3-[(4-cyano-2-fluoro-phenyl)methoxy]-4-fluoro-phenyl]-2-fluoro-phenyl]acetyl]amino]benzoate